ClC1=CC=C(C(=N1)C(=O)O)N[C@H](C)C1=C2N=C(C(=NC2=CC(=C1)C)C#N)N1CC2C(C(C1)C2)(C)O 6-chloro-3-(((1R)-1-(2-cyano-3-(6-hydroxy-6-methyl-3-azabicyclo[3.1.1]heptan-3-yl)-7-methylquinoxalin-5-yl)ethyl)amino)picolinic acid